tert-butyl 4-(4-(((2R)-2-(((2-(2,6-dioxopiperidin-3-yl)-1-oxoisoindolin-5-yl)oxy)methyl)piperidin-1-yl)methyl)phenyl)piperidine-1-carboxylate O=C1NC(CCC1N1C(C2=CC=C(C=C2C1)OC[C@@H]1N(CCCC1)CC1=CC=C(C=C1)C1CCN(CC1)C(=O)OC(C)(C)C)=O)=O